N1-(2-(dimethylamino)ethyl)-5-methoxy-N1-methyl-N4-(4-(1-methyl-1H-thieno[3,2-c]pyrazol-3-yl)pyridin-2-yl)-2-nitrobenzene-1,4-diamine CN(CCN(C1=C(C=C(C(=C1)OC)NC1=NC=CC(=C1)C=1C2=C(N(N1)C)C=CS2)[N+](=O)[O-])C)C